N[C@H](C)C=1C=C2CCN(C2=CC1)C(=O)C1=CC(=CC=C1)C#N (R)-(5-(1-aminoethyl)-2,3-dihydro-1H-indol-1-yl)(3-cyanophenyl)methanone